difluorodimethyl-cyclopropane FC1C(C1(C)C)F